ethyl 2-(3-bromo-2-(prop-1-en-2-yl)phenyl)-2-methylpropanoate BrC=1C(=C(C=CC1)C(C(=O)OCC)(C)C)C(=C)C